2,5-bis(trimethylstannyl)selenophene C[Sn](C=1[Se]C(=CC1)[Sn](C)(C)C)(C)C